FC=1C=C2C(C=CN(C2=CC1F)C(C)C)=O 6,7-difluoro-1-(prop-2-yl)-1,4-dihydroquinolin-4-one